Methyl 4-amino-5-bromopyrimidine-2-carboxylate NC1=NC(=NC=C1Br)C(=O)OC